6-[3-(5-Chloro-2-methoxypyridine-3-sulfonamido)-2,6-difluorophenyl]-7-fluoro-N-(3-hydroxycyclohexyl)-1H-indazole-3-carboxamide ClC=1C=C(C(=NC1)OC)S(=O)(=O)NC=1C(=C(C(=CC1)F)C1=CC=C2C(=NNC2=C1F)C(=O)NC1CC(CCC1)O)F